bis(N'-Fmoc-3-aminopropyl)glycine potassium hemisulfate S(=O)(=O)([O-])[O-].[K+].C(=O)(OCC1C2=CC=CC=C2C2=CC=CC=C12)NCCCN(CC(=O)O)CCCNC(=O)OCC1C2=CC=CC=C2C2=CC=CC=C12.C(=O)(OCC1C2=CC=CC=C2C2=CC=CC=C12)NCCCN(CC(=O)O)CCCNC(=O)OCC1C2=CC=CC=C2C2=CC=CC=C12.[K+]